tert-butyl 3-[4-(3,4-dichloro-2-fluoro-anilino)pyrido[3,4-d]pyrimidin-6-yl]-2,5-dihydropyrrole-1-carboxylate ClC=1C(=C(NC=2C3=C(N=CN2)C=NC(=C3)C=3CN(CC3)C(=O)OC(C)(C)C)C=CC1Cl)F